(±)-trans-N-(8-amino-6-(6-methylimidazo[1,2-a]pyridin-7-yl)isoquinolin-3-yl)-2-cyanocyclopropane-1-carboxamide NC=1C=C(C=C2C=C(N=CC12)NC(=O)[C@H]1[C@@H](C1)C#N)C1=CC=2N(C=C1C)C=CN2 |r|